OCC1=CC(=CC(=C1)CO)CO 2,4,6-trihydroxymethylbenzene